(3-trifluoromethoxyphenyl)-4-(methylamino)-5H-naphtho[1,8-cd]isothiazol-5-one-1,1-dioxide FC(OC=1C=C(C=CC1)C1=C(C(C2=CC=CC3=C2C1=NS3(=O)=O)=O)NC)(F)F